7-(4,4-difluoropiperidin-1-yl)-N-(4-((2,6-dioxopiperidin-3-yl)amino)phenyl)-7-oxoheptanamide FC1(CCN(CC1)C(CCCCCC(=O)NC1=CC=C(C=C1)NC1C(NC(CC1)=O)=O)=O)F